tert-butyl 2-(3-methyl-4-(4,4,5,5-tetramethyl-1,3,2-dioxaborolan-2-yl)phenyl)propanoate CC=1C=C(C=CC1B1OC(C(O1)(C)C)(C)C)C(C(=O)OC(C)(C)C)C